CCC(CC(CCCCCCCCCCCCCCC)O)O eicosane-3,5-diol